COC=1C=C(C=CC1OC)C=1NC2=CC=C(C=C2C1C(C)C)C1CCN(CC1)C(CCCNC(C)C)=O 1-(4-(2-(3,4-dimethoxyphenyl)-3-isopropyl-1H-indol-5-yl)piperidin-1-yl)-4-(isopropylamino)butan-1-one